5-amino-1-methyl-1,3-dihydro-2H-benzo[d]imidazol-2-one hydrochloride Cl.NC1=CC2=C(N(C(N2)=O)C)C=C1